((6-(2-(pyrrolidin-1-yl)ethoxy)pyridin-3-yl)amino)pyrido[3,2-d]pyrimidin-6(5H)-one N1(CCCC1)CCOC1=CC=C(C=N1)NC=1N=CC2=C(N1)C=CC(N2)=O